OC[C@H](N)[C@H](O)\C=C\CCCCCCCCCCCCC sphingosin